FC=1C=C(C=C(C1)F)C1(CC1)C=1C=C2C(=NNC2=CC1)NC(C1=C(C=C(C=C1)N1CCN(CC1)C)NC1CCOCC1)=O N-(5-(1-(3,5-difluorophenyl)cyclopropyl)-1H-indazol-3-yl)-4-(4-methylpiperazin-1-yl)-2-((tetrahydro-2H-pyran-4-yl)amino)benzamide